(3,3-difluoro-1-azabicyclo[3.2.0]hept-5-yl)methanol FC1(CN2CCC2(C1)CO)F